C(C1=CC=CC=C1)N([C@@H](CC(=O)OCC)C=1C=C(C=CC1)C1=C(C(=CC=C1)F)F)[C@H](C)C1=CC=CC=C1 ethyl (S)-3-(benzyl((R)-1-phenylethyl)amino)-3-(2',3'-difluorobiphenyl-3-yl)propanoate